C(C1C(C2=CC=CC=C2C1=O)=O)([2H])([2H])[2H] 2-(methyl-d3)-1,3-indanedione